C1=CC=C2C(=C1)C(=CN2)CC(=O)NCC(=O)O The molecule is an N-acylglycine in which the N-acyl group is specified as indol-3-ylacetyl. It is a N-acylglycine and an indoleacetic acid amide conjugate.